1-(3-(2-(7,8-dimethyl-[1,2,4]triazolo[1,5-a]pyridin-6-yl)-3-isopropyl-1H-indol-5-yl)piperidin-1-yl)-2-methylpropan-2-ol CC1=C(C=2N(C=C1C=1NC3=CC=C(C=C3C1C(C)C)C1CN(CCC1)CC(C)(O)C)N=CN2)C